5-(4-Aminophenyl)-3-(2-fluorophenyl)-isoxazole NC1=CC=C(C=C1)C1=CC(=NO1)C1=C(C=CC=C1)F